methyl 2-{N-[(2-chloroquinolin-7-yl)methyl]acetamido}benzoate ClC1=NC2=CC(=CC=C2C=C1)CN(C(C)=O)C1=C(C(=O)OC)C=CC=C1